C1(C=CCC1)C(=O)Cl Cyclopent-2-ene-1-carbonyl chloride